2-(n-propyl)-2-oxazoline C(CC)C=1OCCN1